2,2-bis(trifluoromethyl)propionamide FC(C(C(=O)N)(C)C(F)(F)F)(F)F